tert-butyl 3-((2-(imidazo[1,2-a]pyridin-3-yl)butan-2-yl)carbamoyl)azetidine-1-carboxylate N=1C=C(N2C1C=CC=C2)C(C)(CC)NC(=O)C2CN(C2)C(=O)OC(C)(C)C